[Se]1C=CC=2[N+]1=CC=CC2 [1,2]SELENAZOLO[2,3-A]PYRIDIN-8-IUM